S(=O)(=O)=C1NCCNC1 sulfonylpiperazin